3,5-dibromo-4-(2-hydroxyethoxy)benzaldehyde BrC=1C=C(C=O)C=C(C1OCCO)Br